1-Methylinden CC1C=CC2=CC=CC=C12